C(C(=C)C)(=O)NC(C(=O)O)O methacrylamidoglycolic acid